O1CCN(CC1)CCCC1=CC=2C(=NC=CC2C=2C=C3C=NNC3=CC2)N1 5-(2-(3-morpholinopropyl)-1H-pyrrolo[2,3-b]pyridin-4-yl)-1H-indazol